[Cl-].CC(CC)C 3-methylbutan chloride